Methyl-(1RS,2RS)-2-((2-(((R)-6-hydroxyhexan-2-yl)oxy)-6-methylpyridin-3-yl)sulfonyl)cyclopentane C[C@H]1[C@@H](CCC1)S(=O)(=O)C=1C(=NC(=CC1)C)O[C@H](C)CCCCO |&1:1,2|